(S)-5-Benzyl-N-(5-methyl-4-oxo-2,3,4,5-tetrahydrobenzo[b]-[1,4]oxazepin-3-yl)-1H-1,2,4-triazol-3-carboxamid C(C1=CC=CC=C1)C1=NC(=NN1)C(=O)N[C@@H]1C(N(C2=C(OC1)C=CC=C2)C)=O